(2r,3s,4s,5r,6r)-2,3,4-tribenzyloxy-5-(benzyloxymethyl)-5,6-dihydroxy-1-(piperazin-1-yl)-heptan-1-one C(C1=CC=CC=C1)O[C@@H](C(=O)N1CCNCC1)[C@H]([C@@H]([C@@]([C@@H](C)O)(O)COCC1=CC=CC=C1)OCC1=CC=CC=C1)OCC1=CC=CC=C1